6-bromo-4-(1-ethyl-3-(4-fluorophenyl)-1H-pyrazol-4-yl)-7-methoxyquinazoline BrC=1C=C2C(=NC=NC2=CC1OC)C=1C(=NN(C1)CC)C1=CC=C(C=C1)F